C(C)(C)(C)OC(C(C)(C)ONC(NC=1SC=C(C1C(=O)OCC)C)=O)=O Ethyl 2-(3-((1-(tert-butoxy)-2-methyl-1-oxopropan-2-yl) oxy) ureido)-4-methylthiophene-3-carboxylate